Cl.FC=1C=C(C=CC1CC1=NNC(C2=CC=CC=C12)=O)S(=O)(=O)N (3-fluoro-4-((4-oxo-3,4-dihydro-phthalazin-1-yl)methyl)phenyl)sulphonamide hydrochloride